(R)-4-(7-(cyclopropylsulfonyl)-3-(3-methyl-1H-pyrazol-5-yl)isothiazolo[4,5-b]pyridin-5-yl)-3-methylmorpholine C1(CC1)S(=O)(=O)C1=C2C(=NC(=C1)N1[C@@H](COCC1)C)C(=NS2)C2=CC(=NN2)C